rac-5-(1-methoxyethyl)-1,3,4-thiadiazol-2-amine CO[C@H](C)C1=NN=C(S1)N |r|